7-[2-[6-[1-[2-(aminomethyl)-3,3-difluoro-allyl]-5-oxo-1,2,4-triazol-4-yl]-5-methyl-3-pyridyl]ethynyl]-4H-pyrido[3,2-b][1,4]oxazin-3-one NCC(CN1N=CN(C1=O)C1=C(C=C(C=N1)C#CC1=CC=2OCC(NC2N=C1)=O)C)=C(F)F